FC(C(=O)O)(F)F.NC12CC(C1)(C2)C#N 3-Aminobicyclo[1.1.1]pentane-1-carbonitrile Trifluoroacetate Salt